2-hydroxy-butanoic acid OC(C(=O)O)CC